COP(=S)(OC)OC1=CC=C(C=C1)[N+](=O)[O-] The molecule is a C-nitro compound that is 4-nitrophenol substituted by a (dimethoxyphosphorothioyl)oxy group at position 4. It has a role as an EC 3.1.1.7 (acetylcholinesterase) inhibitor, an EC 3.1.1.8 (cholinesterase) inhibitor, an acaricide, an agrochemical, a genotoxin, an environmental contaminant and an antifungal agent. It is an organic thiophosphate, an organothiophosphate insecticide and a C-nitro compound. It derives from a 4-nitrophenol.